[Si](C)(C)(C(C)(C)C)OC(C(CC#N)NCC(F)F)C 4-((Tert-butyldimethylsilyl)oxy)-3-((2,2-difluoroethyl)amino)pentanenitrile